1-((1S,3R,4S)-4-(benzyloxy)-3-((benzyloxy)methyl)-2-methylene-cyclopentyl)-3-((benzyloxy)methyl)-5-methylpyrimidine-2,4(1H,3H)-dione C(C1=CC=CC=C1)O[C@@H]1[C@H](C([C@H](C1)N1C(N(C(C(=C1)C)=O)COCC1=CC=CC=C1)=O)=C)COCC1=CC=CC=C1